NS(=O)(=O)NC1CCN(CC1)C1=C(C=C(C=C1)F)NC(=O)C=1N=C(C=2N(C1)C=CN2)C2=C(C=CC=C2)F N-(2-{4-[(aminosulfonyl)amino]hexahydropyridin-1-yl}-5-fluorophenyl)-8-(2-fluorophenyl)imidazo[3,2-a]pyrazine-6-carboxamide